4-(2-Cyclopropyl-6-{6-[(methylamino)methyl]-1-oxo-4-(trifluoromethyl)-3H-isoindol-2-yl}pyridin-4-yl)-3-(4-methyl-1,2,4-triazol-3-yl)benzonitrile C1(CC1)C1=NC(=CC(=C1)C1=C(C=C(C#N)C=C1)C1=NN=CN1C)N1C(C2=CC(=CC(=C2C1)C(F)(F)F)CNC)=O